C(C)(C)(C)C1C(CCCC1)O 2-tert-Butylcyclohexane-1-ol